ClC1=C(C=CC(=C1)C(F)(F)F)NC(=O)C1(CCC1)N1N=CC(=C1)CN1CCN(CC1)C(=O)OC(C)(C)C tert-butyl 4-((1-(1-((2-chloro-4-(trifluoromethyl)phenyl)carbamoyl) cyclobutyl)-1H-pyrazol-4-yl)methyl)piperazine-1-carboxylate